FC(C1=C(C=CC=C1)C(C)O)(F)F 1-(2-Trifluoromethylphenyl)-ethanol